ClC1=CC=C(C=C1)[C@@H](C(N1CCC2=CC=C(C=C12)OC(F)(F)F)=O)NC=1C=C(OC2CC(C2)C(=O)OCC)C=C(C1)OC (1s,3s)-ethyl 3-(3-((1-(4-chlorophenyl)-2-oxo-2-(6-(trifluoromethoxy)-indolin-1-yl)ethyl)amino)-5-methoxyphenoxy)cyclobutanecarboxylate